CC1=CC=CC(=N1)C1=NC=CC(=N1)NC1=NC(=NC=C1)NC1=CC=C(C=C1)N1CCN(CC1)C1C(OCC1)=O 3-[4-[4-[[4-[[2-(6-methyl-2-pyridyl)pyrimidin-4-yl]amino]pyrimidin-2-yl]amino]phenyl]piperazin-1-yl]tetrahydrofuran-2-one